trimethyl-4,13-dioxo-3,14-di-oxa-5,12-diaza-hexadecane-1,16-diol dimethacrylate C(C(=C)C)(=O)OC(C(OC(NCCCCCCNC(OCCOC(C(=C)C)=O)=O)=O)C)(C)C